C(C1=CC=CC=C1)NC(=O)[C@]12[C@@H]([C@@H]3[C@H](C(N1)=O)[C@@H](CN3CC3=CC=C(C=C3)Cl)C2)CC(C)C |o1:10,11,12,13,17| (3S*,3aR*,6S*,7R*,7aR*)-N-benzyl-1-(4-chlorobenzyl)-7-isobutyl-4-oxooctahydro-6H-3,6-methanopyrrolo[3,2-c]pyridine-6-carboxamide